(S)-1-(1H-indole-6-carbonyl)-N-(3,4,5-trifluorophenyl)pyrrolidine-3-carboxamide N1C=CC2=CC=C(C=C12)C(=O)N1C[C@H](CC1)C(=O)NC1=CC(=C(C(=C1)F)F)F